O=C1C2=CC=CC=C2S(C=2C=CC(=CC12)OCC(=O)OC)=O methyl [(9,10-dioxo-9,10-dihydro-10λ4-thioxanthen-2-yl)oxy]acetate